C(C)(CC)C1=CC=C(C=C1)O 4-Secondary butylphenol